3-vinyl-6,7-dihydro-4H-pyrazolo[5,1-c][1,4]oxazine C(=C)C=1C=NN2C1COCC2